C1N(CCC2C1CCC2)C(=O)N hexahydrocyclopenta[c]pyridin-2(1H)-carboxamide